Ethyl {[5-bromo-3-(cyclobutylcarbamoyl)pyridin-2-yl]carbamothioyl}carbamate BrC=1C=C(C(=NC1)NC(=S)NC(OCC)=O)C(NC1CCC1)=O